C[C@]12CC(C[C@](CC1)(N2)C)N(C2=CC=C(N=N2)C2=C(C=C(C=C2F)C2=CC(=NC=C2)OC([2H])([2H])[2H])O)C 2-(6-(((1R,3s,5S)-1,5-dimethyl-8-azabicyclo[3.2.1]octan-3-yl)(methyl)amino)pyridazin-3-yl)-3-fluoro-5-(2-(methoxy-d3)pyridin-4-yl)phenol